2-(2'-hydroxy-3',5'-di-tert-pentylphenyl)-5-chlorobenzotriazole OC1=C(C=C(C=C1C(C)(C)CC)C(C)(C)CC)N1N=C2C(=N1)C=CC(=C2)Cl